2,5-dichloro-para-xylene ClC1=C(C=C(C(=C1)C)Cl)C